NC1=NN2C(N=C(C=C2)C=2C=C3CN(C(C3=C(C2)OC2CC(C2)(F)F)=O)[C@@H](C)C2CC2)=C1C(=O)NC1CC1 2-amino-N-cyclopropyl-5-{2-[(1S)-1-cyclopropylethyl]-7-(3,3-difluorocyclobutoxy)-1-oxo-2,3-dihydro-1H-isoindol-5-yl}pyrazolo[1,5-a]pyrimidine-3-carboxamide